ClC1=CC=C(C=C1)N1C(=C2C(N(N=CC2=C1C)C1=NC=CC=C1)=O)C 6-(4-chlorophenyl)-5,7-dimethyl-2-(pyridin-2-yl)-2,6-dihydro-1H-pyrrolo[3,4-d]pyridazin-1-one